1-(4-(trifluoromethyl)benzyl)spiro[indoline-3,4'-piperidine]-1'-carboxylic acid tert-butyl ester C(C)(C)(C)OC(=O)N1CCC2(CC1)CN(C1=CC=CC=C12)CC1=CC=C(C=C1)C(F)(F)F